O[C@H]1[C@@H](O[C@H]([C@@H]([C@H]1O)S(=O)(=O)O)O)C(=O)O (2r,3r,4s,5r,6r)-3,4,6-trihydroxy-5-sulfooxane-2-carboxylic acid